5-amino-1-cyclopentyl-3-[2,5-difluoro-4-[[(5-fluoro-2-methoxy-benzoyl)amino]methyl]phenyl]pyrazole-4-carboxamide NC1=C(C(=NN1C1CCCC1)C1=C(C=C(C(=C1)F)CNC(C1=C(C=CC(=C1)F)OC)=O)F)C(=O)N